FC1=NC=C(C=C1[C@@H](C)N(C(O)=O)C1=C(N=NN1C)C1=NC=C(C=C1)NC(=O)C1(CNC1)C#N)F.BrC1=CC(=C(C=C1)C(C)=O)OC 1-(4-bromo-2-methoxy-phenyl)ethanone (R)-1-(2,5-difluoropyridin-3-yl)ethyl-(4-(5-(3-cyanoazetidine-3-carboxamido)pyridin-2-yl)-1-methyl-1H-1,2,3-triazol-5-yl)carbamate